2-([1,1'-biphenyl]-4-yl)-4-(3''-bromo-[1,1':3',1''-terphenyl]-4-yl)-6-phenyl-1,3,5-triazine C1(=CC=C(C=C1)C1=NC(=NC(=N1)C1=CC=C(C=C1)C1=CC(=CC=C1)C1=CC(=CC=C1)Br)C1=CC=CC=C1)C1=CC=CC=C1